(R)-N-methyl-N-(2,2,2-trifluoro-1-(4-(trifluoromethyl)phenyl)ethyl)imidazo[1,2-a]pyridine-6-sulfonamide CN(S(=O)(=O)C=1C=CC=2N(C1)C=CN2)[C@@H](C(F)(F)F)C2=CC=C(C=C2)C(F)(F)F